{4-[(3-Fluoro-4-trifluoromethyl-benzyl)-methyl-amino]-2,6-dimethyl-phenyl}-carbamic acid propyl ester C(CC)OC(NC1=C(C=C(C=C1C)N(C)CC1=CC(=C(C=C1)C(F)(F)F)F)C)=O